3-(4-methoxybenzyl)-2,3-dihydro-4H-benzo[e][1,3]oxazin-4-one COC1=CC=C(CN2COC3=C(C2=O)C=CC=C3)C=C1